O=CC[C@H](CSC1=CC=CC=C1)NC(OC(C)(C)C)=O tert-butyl (R)-(4-oxo-1-(phenylthio)butan-2-yl)carbamate